CC(O)C1COC1 methyl(oxetan-3-yl)methanol